Cl.NC1(CC1)C1=NC=C(C=N1)C(=O)OC methyl 2-(1-aminocyclopropyl)pyrimidine-5-carboxylate hydrochloride